2-{3-[(1S)-1-Aminoethyl]pyrazin-2-yl}-1,3-thiazol N[C@@H](C)C=1C(=NC=CN1)C=1SC=CN1